dimethylphosphoryl methanesulfonate CS(=O)(=O)OP(=O)(C)C